[Cl-].[Cl-].[Hf+2].C(C)(C)C1=CC=CC1.C(C)(C)C1=CC=CC1 bis(isopropylcyclopentadiene) hafnium dichloride